N-Cbz-4-acetyl-piperidine C(=O)(OCC1=CC=CC=C1)N1CCC(CC1)C(C)=O